C(C)(=O)[C@@H]1C([C@H]1C(=O)O)(C)C trans-3-acetyl-2,2-dimethylcyclopropanecarboxylic acid